ClC1=CC(=C(C=C1)C1=CC=C(N=N1)N(C1CC(NC(C1)(C)C)(C)C)C1CC1)OC 6-(4-chloro-2-methoxyphenyl)-N-cyclopropyl-N-(2,2,6,6-tetramethylpiperidin-4-yl)pyridazin-3-amine